FC=1C=C2C(C(=CN(C2=CC1N1C(CNCC1)C1=NC=CC=C1)C1=CC=C(C=C1)OC1=CC=C(C=C1)Cl)C(=O)O)=O 6-fluoro-7-(2-pyridylpiperazin-1-yl)-4-oxo-1-(4-(4-chlorophenoxy)phenyl)-1,4-dihydroquinoline-3-carboxylic acid